2-bromo-1-ethoxy-4-(pentafluorosulfanyl)benzene BrC1=C(C=CC(=C1)S(F)(F)(F)(F)F)OCC